FC(C(=O)O)(F)F.FC1(CCN(CC1)C=1C=C(C=C(C1)C)NC1=NC=NC2=CC(=CC(=C12)N1CCC2(CC2)CC1)NS(=O)(=O)CCO)F N-(4-((3-(4,4-difluoropiperidin-1-yl)-5-methylphenyl)amino)-5-(6-azaspiro[2.5]octan-6-yl)quinazolin-7-yl)-2-hydroxyethane-1-sulfonamide 2,2,2-trifluoroacetate